3-(imidazo[1,2-a]pyridin-7-ylmethyl)-3-(3-((4-(piperidin-4-yl)phenyl)ethynyl)-4-(pyridin-4-yl)phenyl)urea N=1C=CN2C1C=C(C=C2)CN(C(N)=O)C2=CC(=C(C=C2)C2=CC=NC=C2)C#CC2=CC=C(C=C2)C2CCNCC2